COC=1C=C(C=CC1)S(=O)(=O)O 3-methoxybenzenesulfonic acid